Cl.CN1N=CC(=C1)[C@H](C)N (S)-1-(1-methyl-1H-pyrazol-4-yl)ethan-1-amine hydrochloride